C(C1=CC=2OCOC2C=C1)CC(CCCC)=O piperonyl-hexanone